Cl.N[C@H]1C(NCCN(C1)C(=O)OCC1=CC=CC=C1)=O benzyl (6R)-6-amino-5-oxo-1,4-diazepane-1-carboxylate hydrogen chloride